(S)-1-(4-Cyanopyridin-2-yl)-N-((S)-1-(2,4-dichlorophenyl)-2-((3,3-difluorocyclobutyl)amino)-2-oxoethyl)-N-(5-fluoropyridin-3-yl)-5-oxopyrrolidine-2-carboxamide C(#N)C1=CC(=NC=C1)N1[C@@H](CCC1=O)C(=O)N(C=1C=NC=C(C1)F)[C@H](C(=O)NC1CC(C1)(F)F)C1=C(C=C(C=C1)Cl)Cl